3-(4-((5-aminopentyl)(propyl)amino)-1-oxoisoindolin-2-yl)piperidine-2,6-dione NCCCCCN(C1=C2CN(C(C2=CC=C1)=O)C1C(NC(CC1)=O)=O)CCC